3,5-dichloro-4-phthalimido-6-(3-(4-fluorophenyl)-1H-indol-1-yl)-pyridine ClC=1C=NC(=C(C1N1C(C=2C(C1=O)=CC=CC2)=O)Cl)N2C=C(C1=CC=CC=C21)C2=CC=C(C=C2)F